C(C)OC(=O)C1(C2C=CC(N(C12)CC1=CC=CC=C1)=O)C1=CC=CC=2OCOC21 (7-benzo[1,3]dioxol-4-yl)-2-benzyl-3-oxo-2-azabicyclo[4.1.0]hept-4-ene-7-carboxylic acid ethyl ester